ClC=1SC(=CN1)CN1CCCCC1 1-((2-chlorothiazol-5-yl)methyl)piperidin